Br[C@@H](C(=O)NC1=NC=C(C=C1)F)C (R)-2-bromo-N-(5-fluoropyridin-2-yl)propanamide